7-bromo-2-(4-chloro-2-fluorophenyl)-2-methylbenzofuran-3(2H)-one BrC1=CC=CC=2C(C(OC21)(C)C2=C(C=C(C=C2)Cl)F)=O